NC(C(=O)O)CC=1C=NC=CC1 2-amino-3-(pyridin-3-yl)propionic acid